(7-(4-(4-(benzo[b]thiophen-4-yl)piperazin-1-yl)butoxy)quinolin-2-yloxy)methyl stearate C(CCCCCCCCCCCCCCCCC)(=O)OCOC1=NC2=CC(=CC=C2C=C1)OCCCCN1CCN(CC1)C1=CC=CC=2SC=CC21